2-Bromo-5,6-dihydro-8H-[1,2,4]triazolo[5,1-c][1,4]oxazine BrC1=NN2C(COCC2)=N1